ON=C(CC1=CC=CC=C1)N N'-hydroxy-2-phenylacetimidamide